FC1=CC=C(OC2CCN(CC2)C2=C(C(N(C3=CC=C(C=C23)C#N)C)=O)C#N)C=C1 4-[4-(4-fluorophenoxy)piperidin-1-yl]-1-methyl-2-oxo-1,2-dihydroquinoline-3,6-dicarbonitrile